tri-n-butyl-phosphine C(CCC)P(CCCC)CCCC